(R)-2-(6-((1-(3-(difluoromethyl)-2-fluorophenyl)ethyl)amino)-5-(1,3-dioxolane-2-yl)-2-methylpyrimidin-4-yl)-N-((1-((dimethylamino)methyl)cyclopropyl)methyl)acetamide FC(C=1C(=C(C=CC1)[C@@H](C)NC1=C(C(=NC(=N1)C)CC(=O)NCC1(CC1)CN(C)C)C1OCCO1)F)F